p-methoxyphenylthiazole COC1=CC=C(C=C1)C=1SC=CN1